Methyl ((2R,3S,4R,5S)-3-(difluoromethyl)-3,4,5-trihydroxytetrahydrofuran-2-yl)benzoate FC([C@]1([C@H](O[C@@H]([C@@H]1O)O)C1=C(C(=O)OC)C=CC=C1)O)F